FC1=C(C=C2C=CN(C(C2=C1F)=O)CCC[C@H](C#CC)N[S@](=O)C(C)(C)C)C1=NC=C(C=N1)C(F)(F)F (R)-N-[(1R)-1-[3-[7,8-difluoro-1-oxo-6-[5-(trifluoromethyl)pyrimidin-2-yl]-2-isoquinolyl]propyl]but-2-ynyl]-2-methyl-propane-2-sulfinamide